2-Ethyl alcohol cetyl-stearate C(CCCCCCCCCCCCCCC)C(C(=O)OCC)CCCCCCCCCCCCCCCC